ClC=1C=C2C(=NC=NC2=CC1C1=CC=CC=2OC(OC21)(F)F)N2CCN(CC2)C(C=C)=O 1-(4-(6-chloro-7-(2,2-difluorobenzo[d][1,3]dioxol-4-yl)quinazolin-4-yl)piperazin-1-yl)prop-2-en-1-one